NC(C(=O)O)C(C)(C1=CC=CC=C1)C 2-amino-3-methyl-3-phenylbutanoic acid